5-(6-(difluoromethyl)-5-methylpyridin-3-yl)-9-fluoro-1-methyl-1,2,4,5-tetra-hydrospiro[benzo[e][1,4]diazepine-3,1'-cyclopropane] FC(C1=C(C=C(C=N1)C1C2=C(N(CC3(CC3)N1)C)C(=CC=C2)F)C)F